CC(C[C@@H](C(=O)N[C@@H](C[C@H]1C(NCC1)=O)C(COC(F)(F)F)=O)NC(CNC1(CC1)C(F)(F)F)=O)C (S)-4-methyl-N-((S)-3-oxo-1-((S)-2-oxopyrrolidin-3-yl)-4-(trifluoromethoxy)butan-2-yl)-2-(2-((1-(trifluoromethyl)-cyclopropyl)amino)-acetamido)pentanamide